Cl.N1CCC(CC1)CC1=CC=C(COC2=CC=NC=C2)C=C1 4-((4-(piperidin-4-ylmethyl)benzyl)oxy)pyridine hydrochloride